6-{3-[1-(bicyclo[1.1.1]pent-1-ylmethyl)-1H-pyrazol-4-yl]-6-methylpyridin-2-yl}-2-methyl-2,3-dihydro-1H-isoindol-1-one C12(CC(C1)C2)CN2N=CC(=C2)C=2C(=NC(=CC2)C)C2=CC=C1CN(C(C1=C2)=O)C